(R)-4-(3-(6-((1-((1-Hydroxy-2-methylpropan-2-yl)sulfonyl)cyclopropyl)methyl)-1-methyl-7-oxo-4,5,6,7-tetrahydro-1H-pyrazolo[3,4-c]pyridin-3-yl)-4,5-dihydroisoxazol-5-yl)benzonitrile OCC(C)(C)S(=O)(=O)C1(CC1)CN1C(C2=C(CC1)C(=NN2C)C2=NO[C@H](C2)C2=CC=C(C#N)C=C2)=O